C(CCCCCCCCCCCCCCC)(=O)NCCCN(C)C palmitoamidopropyl-dimethylamine